(S)-methyl 2-hydroxypropionate O[C@H](C(=O)OC)C